C(C)(C)(C)OC(=O)N1CC2=CC=CC(=C2CC1)C1=C2C(=C(NC2=C(C=C1C#N)C(N)=O)C)C 5-(7-carbamoyl-5-cyano-2,3-dimethyl-1H-indol-4-yl)-3,4-dihydroisoquinoline-2(1H)-carboxylic acid tert-butyl ester